tert-butyl (thietan-2-ylmethyl)carbamate S1C(CC1)CNC(OC(C)(C)C)=O